C1(CCCC1)OC1=CC(=NC2=CC=CC=C12)C1=C(C(=CC=C1)O)O (4-(cyclopentyloxy)quinolin-2-yl)benzene-1,2-diol